4-(4-(4-(2,6-dioxopiperidin-3-yl)-3-fluorobenzyl)piperazin-1-yl)-N-(4-methyl-3-((4-(pyridin-3-yl)pyrimidin-2-yl)amino)phenyl)benzamide O=C1NC(CCC1C1=C(C=C(CN2CCN(CC2)C2=CC=C(C(=O)NC3=CC(=C(C=C3)C)NC3=NC=CC(=N3)C=3C=NC=CC3)C=C2)C=C1)F)=O